COC1=C(C=C(C=C1)CC=C)OC 3,4-dimethoxyallylbenzene